3-([1,1'-biphenyl]-2-ylmethyl)-8-(1-methyl-3-(trifluoromethyl)-1H-pyrazol-4-yl)-6-vinylquinazolin-4(3H)-one C1(=C(C=CC=C1)CN1C=NC2=C(C=C(C=C2C1=O)C=C)C=1C(=NN(C1)C)C(F)(F)F)C1=CC=CC=C1